tert-butyl (2,6-dichloro-3-nitropyridin-4-yl)carbamate ClC1=NC(=CC(=C1[N+](=O)[O-])NC(OC(C)(C)C)=O)Cl